acryloyloxyethyl-trimethyl-toluene-4-sulfonic acid ammonium [NH4+].C(C=C)(=O)OCCC1=C(C(C)(C)C)C=CC(=C1)S(=O)(=O)O